COC=1C(=C2C=CNC2=C(C1)C)CN1[C@@H](C2(CC2)CCC1)C1=CC=C(C(=O)O)C=C1 (S)-4-(5-((5-methoxy-7-methyl-1H-indol-4-yl)methyl)-5-azaspiro[2.5]oct-4-yl)benzoic acid